BrC1=C(C(=O)O)C=CC(=C1)C(=O)O o-bromoterephthalic acid